(S)-(1-(2-(pyridin-3-yl)propan-2-yl)-3-(2-(thiophen-2-yl)ethyl)pyrrolidin-3-yl)methanol N1=CC(=CC=C1)C(C)(C)N1C[C@@](CC1)(CCC=1SC=CC1)CO